C(C)C1=CC=C(S1)C=O 5-Ethyl-2-thiophenecarbaldehyde